FC=1C=C(C(=O)C=2C=C(C(=O)O)C=C(C2)B2OC(C(O2)(C)C)(C)C)C=C(C1)B1OC(C(O1)(C)C)(C)C 3-(3-fluoro-5-(4,4,5,5-tetramethyl-1,3,2-dioxaborolan-2-yl)benzoyl)-5-(4,4,5,5-tetramethyl-1,3,2-dioxaborolan-2-yl)benzoic acid